O=C1CCC2(CCN(C2)C(CC)=O)CC1 1-(8-oxo-2-azaspiro[4.5]decan-2-yl)propan-1-one